Gamma-(2,3-epoxypropoxy)propyl-trisMethoxysilane C(C1CO1)OCCC[Si](OC)(OC)OC